(2S,4R)-1-((R)-2-(2-naphthamido)-3-cyclohexylpropanoyl)-N-(1,7-diamino-2-hydroxy-1-oxoheptan-3-yl)-4-(piperidin-1-yl)pyrrolidine-2-carboxamide C1=C(C=CC2=CC=CC=C12)C(=O)N[C@@H](C(=O)N1[C@@H](C[C@H](C1)N1CCCCC1)C(=O)NC(C(C(=O)N)O)CCCCN)CC1CCCCC1